5-(1-((2R,5S)-2,5-diethylpiperazin-1-yl)ethyl-2,2,2-d3)-2-methylthiazolo[5,4-b]pyridine C(C)[C@H]1N(C[C@@H](NC1)CC)C(C([2H])([2H])[2H])C1=CC=C2C(=N1)SC(=N2)C